NC(CCN(C(CCC(=O)O)=O)CCCCCCCC(C)(C)N)(C)C 4-((3-amino-3-methylbutyl)(8-amino-8-methylnonyl)amino)-4-oxobutanoic acid